BrC1=CN=C2C(N(C(=NN21)C=2C=NN(C2)CC2CC2)C(C)C)=O 7-Bromo-2-(1-(cyclopropylmethyl)-1H-pyrazol-4-yl)-3-isopropylimidazo[2,1-f][1,2,4]triazin-4(3H)-one